3-(2,2-difluoroethyl)-2-(2,6-dimethylpyridin-4-yl)-5-(piperidin-4-yl)-1H-indole FC(CC1=C(NC2=CC=C(C=C12)C1CCNCC1)C1=CC(=NC(=C1)C)C)F